C(C)N1N=C2C=CC(=CC2=C1)C=1OC2=C(C=C(C=C2C(C1)=O)C)C(C)NC1=C(C(=O)O)C=CC=C1 2-((1-(2-(2-ethyl-2H-indazol-5-yl)-6-methyl-4-oxo-4H-chromen-8-yl)ethyl)amino)benzoic acid